C[C@H]1C=C(CN(C1)CCCC=1C=NN(C1)C)C1=CNC2=NC=CC=C21 (S)-3-(5-methyl-1-(3-(1-methyl-1H-pyrazol-4-yl)propyl)-1,2,5,6-tetrahydropyridin-3-yl)-1H-pyrrolo[2,3-b]pyridine